5-(2,4-ditert-butoxypyrimidin-5-yl)-3-[(1S)-2,2-difluoro-1-[5-(2,2,2-trifluoroethoxy)-3-pyridyl]ethoxy]-1-methyl-pyrazolo[3,4-c]pyridazine C(C)(C)(C)OC1=NC=C(C(=N1)OC(C)(C)C)C=1C=C2C(=NN1)N(N=C2O[C@H](C(F)F)C=2C=NC=C(C2)OCC(F)(F)F)C